(R)-6-chloro-3-((1-(2-cyano-3-(4-(3-cyano-1-methyl-1H-indazol-7-yl)piperazin-1-yl)-7-methylquinoxalin-5-yl)ethyl)amino)picolinic acid ClC1=CC=C(C(=N1)C(=O)O)N[C@H](C)C1=C2N=C(C(=NC2=CC(=C1)C)C#N)N1CCN(CC1)C=1C=CC=C2C(=NN(C12)C)C#N